FC=1C(=NC(=NC1)NC1CCN(CC1)S(=O)(=O)C)C1=C(C2=C(C3(N(C2=O)C)CC3)S1)C 2'-[5-fluoro-2-[(1-methylsulfonylpiperidin-4-yl)amino]pyrimidin-4-yl]-3',5'-dimethylspiro[cyclopropane-1,6'-thieno[2,3-c]pyrrole]-4'-one